(4R)-3,3-difluoro-4-(prop-2-ynyloxy)piperidine-1-carboxylic acid 2-methylpropan-2-yl ester CC(C)(C)OC(=O)N1CC([C@@H](CC1)OCC#C)(F)F